N-[(3R,4S)-3-fluoro-1-(2-methoxyethyl)piperidin-4-yl]-2-{3-[(4-methanesulfonyl-2-methoxyphenyl)amino]prop-1-yn-1-yl}-1-(2,2,2-trifluoroethyl)-1H-indol-4-amine F[C@@H]1CN(CC[C@@H]1NC=1C=2C=C(N(C2C=CC1)CC(F)(F)F)C#CCNC1=C(C=C(C=C1)S(=O)(=O)C)OC)CCOC